[C@H](C)(CC)N1N=CC(=C1)C=1C=2N(C=C(N1)C=1C=NN(C1)C[C@H](CO)O)N=CC2 (R)-3-(4-(4-(1-((S)-sec-butyl)-1H-pyrazol-4-yl)pyrazolo[1,5-a]pyrazin-6-yl)-1H-pyrazol-1-yl)propane-1,2-diol